CC(C)(CNC(CCCCCOCCOCCOCCCCCC)=O)C 2,2-dimethyl-5-oxo-11,14,17-trioxa-4-azatricosan